1,5-diaminopentane dihydrochloride Cl.Cl.NCCCCCN